2-(4-((8-Chloroquinolin-2-yl)amino)phenyl)-2-methylpropionitrile ClC=1C=CC=C2C=CC(=NC12)NC1=CC=C(C=C1)C(C#N)(C)C